ClC1=CC=C(OC=2N=CC(=C3C=CC=NC23)CN)C=C1 {8-(4-chlorophenoxy)-1,7-naphthyridin-5-yl}methylamine